[Ti+4].C(C)(C)[O-].C(C)(C)[O-].C(C)(C)[O-].C(C)(C)[O-] (isopropanolate) titanium